C(CCCCCCCCCC)=O Undecane-1-one